CCCC[Si](C)(C)Cl n-butyldimethylchlorosilane